3,5-di-tert-butyl-4-hydroxy-pyrazol C(C)(C)(C)C1=NNC(=C1O)C(C)(C)C